FC=1C=2N(C=CC1)N=C(C2)[C@H]2N(CCC1=C2N=CN1)C=1N=CC(=NC1)C(=O)NCCC (S)-5-(4-(4-fluoropyrazolo[1,5-a]pyridin-2-yl)-1,4,6,7-tetrahydro-5H-imidazo[4,5-c]pyridin-5-yl)-N-propylpyrazine-2-carboxamide